3,4,6-trichloropyridine ClC=1C=NC(=CC1Cl)Cl